C(C)(C)(C)OC(=O)NC(C(=O)OC(CC1=CC(=CC(=C1)F)F)(C)C)C 1-(3,5-difluorophenyl)-2-methylpropan-2-yl 2-(tert-butoxycarbonylamino)propanoate